N=1N(N=CC1)C1=CC=C(CN2C3=NC(=NC=C3NC2=O)C=2C(=NC=CC2)OC(F)F)C=C1 9-(4-(2H-1,2,3-triazol-2-yl)benzyl)-2-(2-(difluoromethoxy)pyridin-3-yl)-7,9-dihydro-8H-purin-8-one